NC1=NC=C(C2=CC=CC=C12)N1N=CC(=C1C(F)(F)F)C(=O)NC=1C=NC=C(C1)C(F)(F)F 1-(1-aminoisoquinolin-4-yl)-5-(trifluoromethyl)-N-(5-(trifluoromethyl)pyridin-3-yl)-1H-pyrazole-4-carboxamide